C(#N)[C@H]1[C@@H](COCC1)NC1=NC(=NC=C1C)NC=1C=C(C(=C(C(=O)OC)C1)B1OCC(CO1)(C)C)OC methyl 5-[[4-[((trans)-4-cyanotetrahydropyran-3-yl)amino]-5-methyl-pyrimidin-2-yl]amino]-2-(5,5-dimethyl-1,3,2-dioxaborinan-2-yl)-3-methoxy-benzoate